ethyl 2-(5-bromopyrimidin-2-yl)-2-methylpropionate BrC=1C=NC(=NC1)C(C(=O)OCC)(C)C